4-[(2,5-dioxopyrrolidin-1-yl)oxycarbonylamino]benzoate O=C1N(C(CC1)=O)OC(=O)NC1=CC=C(C(=O)[O-])C=C1